BrC1=C2C=NN(C2=C(C(=C1)OCOC)C#N)CC1=CC=C(C=C1)OC 4-bromo-6-(methoxymethoxy)-1-[(4-methoxyphenyl)methyl]-1H-indazole-7-carbonitrile